fluoro-2-((1-(3,5-difluorobenzyl)piperidin-4-yl)methyl)-5,6-dimethoxy-2,3-dihydrobenzo[b]thiophene 1,1-dioxide FC1(CC2=C(S1(=O)=O)C=C(C(=C2)OC)OC)CC2CCN(CC2)CC2=CC(=CC(=C2)F)F